C(CCC)C1=C(S(=O)(=O)O)C=CC(=C1)C.C1(CCC1)CN1[C@H]2[C@@]3(CCCC[C@@]3(C=3C=C(C=CC3C2)OC)CC1)O (-)-17-cyclobutylmethyl-14-hydroxy-3-methoxymorphinan n-butyl-tosylate